diisocyanato-1,3-dimethylcyclohexane N(=C=O)C1C(CCCC1C)(C)N=C=O